N-(6-(2-chloro-5-fluorophenyl)-2-methyl-8-oxo-2,7,8,10-tetrahydro-6H-pyrazolo[4',3':4,5]pyrano[2,3-e]isoindol-5-yl)-3-fluoro-5-(trifluoromethyl)benzamide ClC1=C(C=C(C=C1)F)C1NC(C2=C3C(=CC(=C12)NC(C1=CC(=CC(=C1)C(F)(F)F)F)=O)C=1C(CO3)=NN(C1)C)=O